C(C)(C)(C)OC(=O)N1[C@@H](CC1)COC1=C(C2=C(C(=N1)C)CC(C2)C=O)C (2S)-2-[(6-formyl-1,4-dimethyl-6,7-dihydro-5H-cyclopenta[c]pyridin-3-yl)oxymethyl]azetidine-1-carboxylic acid tert-butyl ester